[Br-].[Br-].C(CC[P+](C1=CC=CC=C1)(C1=CC=CC=C1)CCCCCB1C2CCCC1CCC2)[P+](C2=CC=CC=C2)(C2=CC=CC=C2)CCCCCB2C1CCCC2CCC1 propane-1,3-diylbis((5-((1s,5s)-9-borabicyclo[3.3.1]nonan-9-yl)pentyl)diphenylphosphonium) dibromide